ClC=1C(=NC=CC1C1=C2CCC[C@H](C2=CC=C1)OC1=C(C=C(C(=N1)OC)CNC)C(F)(F)F)C1=CC(=C(C=C1)CNC)OC (R)-1-(6-((5-(3-chloro-2-(3-methoxy-4-((methylamino)methyl)phenyl)pyridin-4-yl)-1,2,3,4-tetrahydronaphthalen-1-yl)oxy)-2-methoxy-5-(trifluoromethyl)pyridin-3-yl)-N-methylmethanamine